[Na].[Na].[Na].N1C(NC(NC1=S)=S)=S 1,3,5-triazine-2,4,6(1H,3H,5H)-trithione, trisodium salt